(E)-3-((dimethylamino)methylene)tetrahydro-4H-thiopyran-4-one CN(C)\C=C/1\CSCCC1=O